(E)-(5-(2-(3-(2-cyclopropyl-6-(trifluoromethyl)pyridin-4-yl)-1H-1,2,4-triazole-1-yl)-1-(pyrimidin-5-yl)vinyl)-1,3,4-oxadiazol-2-yl)methanol C1(CC1)C1=NC(=CC(=C1)C1=NN(C=N1)/C=C(\C=1C=NC=NC1)/C1=NN=C(O1)CO)C(F)(F)F